COC1=C(C=CC(=C1)OC)C(C)C1=C(NC=2N(C1=O)N=C(C2N2CCCCC2)C2=CC=CC=C2)C 6-(1-(2,4-Dimethoxyphenyl)ethyl)-5-methyl-2-phenyl-3-(piperidin-1-yl)pyrazolo[1,5-a]pyrimidin-7(4H)-one